N,N-dimethylamino-[3,4'-bipyridin]-6-amine CN(C)C1=NC(=CC=C1C1=CC=NC=C1)N